ClC1=C(C=CC(=C1)F)C1(CC1)C(=O)NC=1C=CC(=C(C(=O)OC)C1)C=1C=NN(C1)C1CCC1 Methyl 5-({[1-(2-chloro-4-fluoro-phenyl) cyclopropyl] carbonyl} amino)-2-(1-cyclobutyl-1H-pyrazol-4-yl)benzoate